CN(C1=CC2=C(C(=C3C([Si]2(C2=CC=CC=C2)C2=CC=CC=C2)=CC(C=C3)=[N+](C)C)C3=C(C=CC=C3)C)C=C1)C N-(7-(Dimethylamino)-5,5-diphenyl-10-(o-tolyl)dibenzo[b,e]silin-3(5H)-ylidene)-N-methylmethanaminium